C(C)(C)(C)OC(=O)N(CC#CC1=C(C=C(C(=C1)F)F)NC1=C(C(=O)OC)C=C(C=C1)C(F)(F)F)C1=NC(=CC=C1[N+](=O)[O-])OC methyl 2-((2-(3-((tert-butoxycarbonyl) (6-methoxy-3-nitropyridin-2-yl) amino)-prop-1-yn-1-yl)-4,5-difluorophenyl) amino)-5-(trifluoromethyl)-benzoate